C(#N)C1=C(COC1)OS(=O)(=O)C(F)(F)F 4-cyano-2,5-dihydrofuran-3-yl-trifluoromethanesulfonic acid